ClC=1C=CC(=C(C1)NC(=O)N1CCN(CCC1)CC1=NC2=CC=CC=C2C(N1)=O)C N-(5-chloro-2-methylphenyl)-4-((4-oxo-3,4-dihydroquinazolin-2-yl)methyl)-1,4-diazacycloheptane-1-carboxamide